(6-(trifluoromethyl)pyridin-3-yl)-2,3,4,9-tetrahydro-1H-carbazol-1-one FC(C1=CC=C(C=N1)C1C(C=2NC3=CC=CC=C3C2CC1)=O)(F)F